2-chloro-N-(5-(8-ethyl-2-fluoroquinazolin-6-yl)-3-fluoro-6-methoxypyridin-2-yl)benzenesulfonamide ClC1=C(C=CC=C1)S(=O)(=O)NC1=NC(=C(C=C1F)C=1C=C2C=NC(=NC2=C(C1)CC)F)OC